1-(5-fluoroisoindolin-2-yl)-2-((3-((6-phenylpyridin-3-yl)amino)adamantan-1-yl)amino)ethan-1-one dihydrochloride Cl.Cl.FC=1C=C2CN(CC2=CC1)C(CNC12CC3(CC(CC(C1)C3)C2)NC=2C=NC(=CC2)C2=CC=CC=C2)=O